Dipropylenglycol dimethyl ether COC(C)COC(C)COC